C1(CC1)N1C(=NN=C(C1=O)N[C@H]1CN(CCC1)C)C1=C(C2=C(SC=C2)C=C1)O (R)-4-cyclopropyl-3-(4-hydroxybenzo[b]thiophen-5-yl)-6-((1-methylpiperidin-3-yl)amino)-1,2,4-triazin-5(4H)-one